FC(C1=C(C(=C(C=C1)[C@H]1[C@H](O[C@]([C@H]1C)(C(F)(F)F)C)C(=O)NC1=CC(=NC=C1)C(=O)N)OC)F)F (2S,3S,4S,5R)-4-[[3-[4-(Difluoromethyl)-3-fluoro-2-methoxy-phenyl]-4,5-dimethyl-5-(trifluoromethyl)-tetrahydrofuran-2-carbonyl]amino]pyridin-2-carboxamid